(+/-)-binaphthol C=1(C(=CC=C2C=CC=CC12)O)C1=CC=CC2=CC=CC=C12